C12CN(CC(CCC1)N2)C2=NC=1CCN(CC1C=C2)C(CC2CCCC2)=O 1-(2-(3,9-diazabicyclo[3.3.1]nonan-3-yl)-7,8-dihydro-1,6-naphthyridin-6(5H)-yl)-2-cyclopentylethan-1-one